trifluoropropyl-methyl-chloro-azane FC(CCN(Cl)C)(F)F